BrC=1C(=NC=C(C1C(=O)C1CC1)F)OC(F)F (3-bromo-2-(difluoromethoxy)-5-fluoropyridin-4-yl)(cyclopropyl)methanone